ClC1=C(C=CC(=C1)OCC=1C(=NOC1C1CC1)C1=C(C=CC=C1Cl)Cl)C#CC=1C=C(C(=O)O)C=CC1 3-((2-chloro-4-((5-cyclopropyl-3-(2,6-dichlorophenyl)isoxazol-4-yl)methoxy)phenyl)ethynyl)benzoic acid